N-(2-((2R,3R)-1-(2-methoxyethyl)-2-methylpiperidin-3-yl)thieno[2,3-b]pyridin-4-yl)benzo[d]thiazol-5-amine COCCN1[C@@H]([C@@H](CCC1)C1=CC=2C(=NC=CC2NC=2C=CC3=C(N=CS3)C2)S1)C